NC1=NC=CC(=C1)OC1=C(C=C(C=C1)NC1=C(C(=O)N(C)C)C=CC=N1)Cl 2-((4-((2-aminopyridin-4-yl)oxy)-3-chlorophenyl)amino)-N,N-dimethylnicotinamide